tert-Butyl N-[(3-oxoindan-1-yl)amino]carbamate O=C1CC(C2=CC=CC=C12)NNC(OC(C)(C)C)=O